3-(4-(((5-((2-(adamantan-1-yl)ethoxy)methyl)furan-2-yl)methyl)amino)-1-oxoisoindolin-2-yl)piperidine-2,6-dione C12(CC3CC(CC(C1)C3)C2)CCOCC2=CC=C(O2)CNC2=C3CN(C(C3=CC=C2)=O)C2C(NC(CC2)=O)=O